C1(CC1)NC=1N=CC2=C(N1)N(C(C(=C2)N2CCN(C1=C(C=CC=C21)C)C(=O)OCC2=CC=CC=C2)=O)C2=CC=C(C=C2)N(C)CCOC benzyl 4-[2-(cyclopropylamino)-8-[4-[2-methoxyethyl(methyl)amino]phenyl]-7-oxo-pyrido[2,3-d]pyrimidin-6-yl]-8-methyl-2,3-dihydroquinoxaline-1-carboxylate